C(C1=CC=CC=C1)OCC(C(=O)N1CC2=CC(=C(C=C2C1)Cl)Cl)CC(=O)C1CC1 2-((benzyloxy)methyl)-4-cyclopropyl-1-(5,6-dichloroisoindolin-2-yl)butane-1,4-dione